4-(9,9-diphenyl-9H-fluoren-4-yl)-N-phenylaniline C1(=CC=CC=C1)C1(C2=CC=CC=C2C=2C(=CC=CC12)C1=CC=C(NC2=CC=CC=C2)C=C1)C1=CC=CC=C1